C(C)C1=CC=C(C=2N1C1(C(N2)=O)C(CC(C1)=O)N1CCCCC1)C ethyl-8'-methyl-2',4-dioxo-2-(piperidin-1-yl)-2'H-spiro[cyclopentane-1,3'-imidazo[1,2-a]pyridin]